N,5-dimethyl-3-((methylamino)methyl)-1H-indazole CN1N=C(C2=CC(=CC=C12)C)CNC